CN(C(CC)=O)CC(NC=1SC2=C(N1)C=CC(=C2)OC(F)(F)F)=O N-methyl-N-(2-oxo-2-((6-(trifluoromethoxy)benzo[d]thiazol-2-yl)amino)ethyl)propanamide